C(C)(=O)O[C@@H]1[C@H](O[C@@H]([C@H]([C@H]1OC(C)=O)OC(C)=O)CC1=CC=C(C=C1)NC(=O)NCCCCC#C)CCP(O)(O)=O (2-((2R,3R,4R,5R,6R)-3,4,5-triacetoxy-6-(4-(3-(hex-5-yn-1-yl)ureido)benzyl)tetrahydro-2H-pyran-2-yl)ethyl)phosphonic acid